OC=1C(=CC2=C(CC(O2)(C)C)C1)C=O 5-hydroxy-2,2-dimethyl-2H-benzofuran-6-formaldehyde